Cl.Cl.C1N(CC12CCNCC2)C=2N=NC(=CN2)C2=C(C=C(C=C2)C=2C=NNC2)O 2-[3-(2,7-diazaspiro[3.5]non-2-yl)-1,2,4-triazin-6-yl]-5-(1H-pyrazol-4-yl)phenol dihydrochloride